N1=CN=CC2=CC=C3C(=C12)C=CN3 7H-pyrrolo[2,3-H]quinazolin